linalool isobutanoate C(C(C)C)(=O)OC(C=C)(C)CCC=C(C)C